FC1(CCC(CC1)C1=CC=CC=C1C(=O)N)F 6-(4,4-difluorocyclohexyl)benzamide